(R)-6-((5-((1-(dimethylamino)propan-2-yl)oxy)-7-(1-methyl-1H-pyrazol-4-yl)quinazolin-4-yl)amino)-5-fluoroquinoline 1-oxide CN(C[C@@H](C)OC1=C2C(=NC=NC2=CC(=C1)C=1C=NN(C1)C)NC=1C(=C2C=CC=[N+](C2=CC1)[O-])F)C